(5-bromo-1-methyl-1H-indazol-3-yl)(3,3-difluoroazetidine-1-yl)methanone BrC=1C=C2C(=NN(C2=CC1)C)C(=O)N1CC(C1)(F)F